C(C)OC(=O)N1C(CNCC1)C=1C2=C(N=CN1)NC=C2C2CC2 (5-cyclopropyl-7H-pyrrolo[2,3-d]pyrimidin-4-yl)piperazine-1-carboxylic acid ethyl ester